C(CCC)OCCCC n-butyloxide